(5R)-7-[(1S)-1-tert-Butoxycarbonyl-2-methyl-propyl]-6-oxo-2,7-diazaspiro[4.5]decane-2-carboxylic acid tert-butyl ester C(C)(C)(C)OC(=O)N1C[C@@]2(CC1)C(N(CCC2)[C@@H](C(C)C)C(=O)OC(C)(C)C)=O